cyclopentanediamide C1(CCCC1)(C(=O)N)C(=O)N